CN(C)\C=C\1/C(N(CC1=O)C(=O)OC(C)(C)C)C(=O)OCC 1-(tert-butyl) 2-ethyl (E)-3-((dimethylamino) methylene)-4-oxo-pyrrolidine-1,2-dicarboxylate